di(2-hydroxypropionic acid) diammonium titanium [Ti+4].[NH4+].[NH4+].OC(C(=O)O)C.OC(C(=O)O)C